C(C)OC(=O)C1C2C3CC3C(C1)CC2 tricyclo[3.2.2.02,4]Nonane-6-carboxylic acid ethyl ester